OCCN1C(N(CC1)CCO)=O 1,3-bis-(2-hydroxyethyl)-2-imidazolidone